CN(CCCN=C=NCC)C 1-[3-(dimethylamino)propyl]-3-ethyl-carbodiimide